N-[[1-acetyl-4-[6-[6-(difluoromethyl)imidazo[1,2-b]pyridazin-3-yl]pyrimidin-4-yl]-3-methyl-piperazin-2-yl]methyl]methanesulfonamide C(C)(=O)N1C(C(N(CC1)C1=NC=NC(=C1)C1=CN=C2N1N=C(C=C2)C(F)F)C)CNS(=O)(=O)C